P(=O)(O)(O)O.C(C)(C)[SiH3].C(C)(C)[SiH3].C(C)(C)[SiH3] tri(isopropylsilane) phosphate